4-(4-((Tert-butyldisulfaneyl)methyl)phenyl)-2-(2,6-difluorophenyl)-4,5-dihydrooxazole C(C)(C)(C)SSCC1=CC=C(C=C1)C1N=C(OC1)C1=C(C=CC=C1F)F